C(C)OCC1=NC(=C(C(=C1C(=O)N)O)C1=CC=C(C=C1)F)C 2-(ethoxymethyl)-5-(4-fluorophenyl)-4-hydroxy-6-methylpyridine-3-carboxamide